2-Methyl-5-((1-(tetrahydro-2H-pyran-2-yl)-1H-pyrazol-4-yl)amino)benzoic acid CC1=C(C(=O)O)C=C(C=C1)NC=1C=NN(C1)C1OCCCC1